Methyl 1-[(2-chlorophenyl)methyl]-5-[1,3-dimethyl-1H-thieno[2,3-c]pyrazol-5-yl]-1H-pyrazole-3-carboxylate ClC1=C(C=CC=C1)CN1N=C(C=C1C1=CC2=C(N(N=C2C)C)S1)C(=O)OC